1-allyloxy-2,3-epoxypropane C(C=C)OCC1CO1